C(C)OC(=O)C1=C(N=C(S1)NC1=NC(=CC(=N1)N1CCC(CC1)O)N1CCC(CC1)(CC1=CC=CC=C1)O)C 2-[4-(4-hydroxypiperidin-1-yl)-6-[(4-(hydroxy)-4-(phenylmethyl)piperidin-1-yl)]pyrimidin-2-ylamino]-4-methylthiazole-5-carboxylic acid ethyl ester